(S)-7-((6-((dimethylamino)-methyl)-5-(3-(2-hydroxypropan-2-yl)piperidin-1-yl)pyridin-2-yl)amino)-4-(7-fluoroimidazo[1,2-a]pyridin-3-yl)isoindolin-1-one CN(C)CC1=C(C=CC(=N1)NC=1C=CC(=C2CNC(C12)=O)C1=CN=C2N1C=CC(=C2)F)N2C[C@H](CCC2)C(C)(C)O